tert-butyl 6-chloro-3-(3-((6-fluoronaphthalen-1-yl)oxy)propyl)-1-(2-(4-formylpiperidin-1-yl)ethyl)-7-(1,3,5-trimethyl-1H-pyrazol-4-yl)-1H-indole-2-carboxylate ClC1=CC=C2C(=C(N(C2=C1C=1C(=NN(C1C)C)C)CCN1CCC(CC1)C=O)C(=O)OC(C)(C)C)CCCOC1=CC=CC2=CC(=CC=C12)F